Cl.NCCN1C(C=CC1=O)=O 1-(2-aminoethyl)-1h-pyrrole-2,5-dione hydrochloride